Cl.C(C1=CC=CC=C1)OC(C[C@H](C(NC1CCOCC1)=O)N)=O (R)-3-amino-4-oxo-4-((tetrahydro-2H-pyran-4-yl)amino)butyric acid benzyl ester hydrochloride